N-(1-(3-bromo-6-methoxypyridin-2-yl)-5,5-dimethylhex-2-yl)-2-methylpropan-2-sulfinamide BrC=1C(=NC(=CC1)OC)CC(CCC(C)(C)C)NS(=O)C(C)(C)C